7-(naphthalen-1-ylmethyl)-5-oxo-8-(3-(trifluoromethyl)phenyl)-1,5-dihydroimidazo[1,2-a]pyridine-3-carboxylic acid C1(=CC=CC2=CC=CC=C12)CC=1C(=C2N(C(C1)=O)C(=CN2)C(=O)O)C2=CC(=CC=C2)C(F)(F)F